tert-butyl 1-oxo-6-(trifluoromethyl)isoindoline-2-carboxylate O=C1N(CC2=CC=C(C=C12)C(F)(F)F)C(=O)OC(C)(C)C